(2S,4R)-1-((S)-3,3-dimethyl-2-(tetrahydro-2H-pyran-4-carboxamido)butanoyl)-4-hydroxy-N-(4-(4-methylthiazol-5-yl)benzyl)pyrrolidine-2-carboxamide CC([C@@H](C(=O)N1[C@@H](C[C@H](C1)O)C(=O)NCC1=CC=C(C=C1)C1=C(N=CS1)C)NC(=O)C1CCOCC1)(C)C